(R)-5-(((4-(3-chloro-4-(2-chloro-3-((2-fluoro-3-((3-(methoxymethyl)azetidin-1-yl)methyl)phenyl)amino)phenyl)pyridin-2-yl)-2-methoxybenzyl)amino)methyl)pyrrolidin-2-one ClC=1C(=NC=CC1C1=C(C(=CC=C1)NC1=C(C(=CC=C1)CN1CC(C1)COC)F)Cl)C1=CC(=C(CNC[C@H]2CCC(N2)=O)C=C1)OC